monostearyl glyceryl ether C(C(O)CO)OCCCCCCCCCCCCCCCCCC